S1C(=NC2=C1C=CC=C2)NC2=C(C1=C(N=N2)N(CC1)C=1SC(=C(N1)C(=O)OCC)CCCOC1=C(C=C(C=C1)C#CCN(C)C)F)C ethyl 2-{3-[(1,3-benzothiazol-2-yl)amino]-4-methyl-5H,6H,7H-pyrrolo[2,3-c]pyridazin-7-yl}-5-(3-{4-[3-(dimethylamino)prop-1-yn-1-yl]-2-fluorophenoxy}propyl)-1,3-thiazole-4-carboxylate